Tert-butyl 4-(7-(2,6-dimethylpyridin-4-yl)-9H-carbazol-3-yl)-5,6-dihydropyridine-1(2H)-carboxylate CC1=NC(=CC(=C1)C1=CC=C2C=3C=C(C=CC3NC2=C1)C1=CCN(CC1)C(=O)OC(C)(C)C)C